2,7-diethyl-9,10-bis(ethoxycarbonyloxy)anthracene C(C)C1=CC2=C(C3=CC(=CC=C3C(=C2C=C1)OC(=O)OCC)CC)OC(=O)OCC